N1(N=CC=C1)CC1=CC2=C(C(=NO2)NS(=O)(=O)C2=C(C=CC=3OCCOC32)OC)C(=C1Cl)OC N-(6-((1H-pyrazol-1-yl)methyl)-5-chloro-4-methoxybenzo[d]isoxazol-3-yl)-6-methoxy-2,3-dihydrobenzo[b][1,4]dioxine-5-sulfonamide